N-((1R,2S)-2-amino-2,3-dihydro-1H-inden-1-yl)-4-(7H-pyrrolo[2,3-d]pyrimidin-4-yl)-3,4-dihydro-2H-1,4-thiazine-6-carboxamide N[C@@H]1[C@@H](C2=CC=CC=C2C1)NC(=O)C1=CN(CCS1)C=1C2=C(N=CN1)NC=C2